(1r,3r)-3-(3-(3-hydroxypropoxy)propoxy)cyclobutanol OCCCOCCCOC1CC(C1)O